ethyl (S)-3-(3-(4-hydroxy-1-methyl-2-oxo-1,2-dihydropyridin-3-yl)ureido)-3-(3-(1-methyl-1H-pyrazol-4-yl)phenyl)propanoate OC1=C(C(N(C=C1)C)=O)NC(N[C@@H](CC(=O)OCC)C1=CC(=CC=C1)C=1C=NN(C1)C)=O